C1(CC1)[C@H](C(=O)OCC)O |r| ethyl rac-2-cyclopropyl-2-hydroxyacetate